2-Methyl-5-(prop-1-en-2-yl)benzohydrazide CC1=C(C(=O)NN)C=C(C=C1)C(=C)C